C1OCCN2[C@H]1CN(CC2)C2=CC(=NC=N2)N2N=CC1=CC=C(C=C21)C2(CC1(CC1)C2)C#N (S)-5-(1-(6-(hexahydropyrazino[2,1-c][1,4]oxazin-8(1H)-yl)pyrimidin-4-yl)-1H-indazol-6-yl)spiro[2.3]hexane-5-carbonitrile